C(CC#C)(=O)O 3-Butynic acid